(2S,4R)-1-((9,9-difluoro-9H-fluorene-3-carbonyl)glycyl)-4-(pyridin-3-yl)pyrrolidine-2-carboxylic acid FC1(C2=CC=CC=C2C=2C=C(C=CC12)C(=O)NCC(=O)N1[C@@H](C[C@@H](C1)C=1C=NC=CC1)C(=O)O)F